N-methyl-2-((1-pivaloyl-3-((1E)-2-(2-pyridinyl)ethenyl)-1H-indazol-6-yl)thio)benzamide CNC(C1=C(C=CC=C1)SC1=CC=C2C(=NN(C2=C1)C(C(C)(C)C)=O)\C=C\C1=NC=CC=C1)=O